COC(CCCC1CCN(CC1)C1=CC2=C(N(C(N2C)=O)C2C(NC(CC2)=O)=O)C=C1)OC 3-[5-[4-(4,4-dimethoxybutyl)-1-piperidyl]-3-methyl-2-oxo-benzimidazol-1-yl]piperidine-2,6-dione